2-aminopropyl-adenine NC(CC1=NC(=C2NC=NC2=N1)N)C